Cl.FC1=CC(=CC2=C1N=C(S2)N([C@H]2C[C@@H](NCC2)C)C)C=2C=CC=1N(N2)C=C(N1)C 4-fluoro-N-methyl-6-(2-methylimidazo[1,2-b]pyridazin-6-yl)-N-[(2s,4r)-2-methylpiperidin-4-yl]-1,3-benzothiazol-2-amine hydrochloride